FC1(CCC(CC1)C(C(=O)NC1=NC=CC(=C1)CC=1N(C(C=CC1)=O)C)NC(=O)C1=CC=NN1C(C)C)F N-(1-(4,4-difluorocyclohexyl)-2-((4-((1-methyl-6-oxo-1,6-dihydropyridin-2-yl)methyl)pyridin-2-yl)amino)-2-oxoethyl)-1-isopropyl-1H-pyrazole-5-carboxamide